3-{(tris(hydroxymethyl)methyl)amino}propanesulfonic acid OCC(CO)(CO)NCCCS(=O)(=O)O